(2r,4r)-4-hydroxypyrrolidine-2-carboxylic acid O[C@@H]1C[C@@H](NC1)C(=O)O